1-[4-(azetidin-3-yl)phenyl]-3-(trifluoromethyl)azetidine tert-amyl-carbamate (t-amyl)carbamate C(C)(C)(CC)NC(O)=O.C(C)(C)(CC)NC(O)=O.N1CC(C1)C1=CC=C(C=C1)N1CC(C1)C(F)(F)F